(S)-2-{[(2r,3r,4r,5r)-5-(2-amino-6-diethylamino-purin-9-yl)-4-fluoro-3-hydroxy-4-methyl-tetrahydro-furan-2-ylmethoxy]-phenoxy-phosphorylamino}-propionic acid methyl ester COC([C@H](C)N=P(=O)OC1=C(C=CC=C1)OC[C@H]1O[C@H]([C@]([C@@H]1O)(C)F)N1C2=NC(=NC(=C2N=C1)N(CC)CC)N)=O